lithium selenoselenate [Se](=[Se])(=O)([O-])[O-].[Li+].[Li+]